FC(OC1=NN(C2=CC=C(C(=C12)C1=CC(=C(C=C1)S(=O)(=O)C)C)S(=O)(=O)C1COC1)C(C1=CC=CC=C1)(C1=CC=CC=C1)C1=CC=CC=C1)F 3-(difluoromethoxy)-4-(3-methyl-4-methylsulfonyl-phenyl)-5-(oxetan-3-ylsulfonyl)-1-trityl-indazole